2-isocyano-1,1'-biphenyl [N+](#[C-])C1=C(C=CC=C1)C1=CC=CC=C1